4-methyl-N'-(tetrahydro-4H-pyran-4-ylidene)benzenesulfonohydrazide CC1=CC=C(C=C1)S(=O)(=O)NN=C1CCOCC1